tert-butyldimethyl-[2-(3-thienyl)ethoxy]silane C(C)(C)(C)[Si](OCCC1=CSC=C1)(C)C